OC1=C(C(N(C2=CC=CC=C12)CC(C)C)=O)C(=O)NC=1C=NC=CC1C 4-hydroxy-1-isobutyl-N-(4-methylpyridin-3-yl)-2-oxo-1,2-dihydroquinoline-3-carboxamide